(E)-2-(4-cyanostyryl)-quinoline C(#N)C1=CC=C(/C=C/C2=NC3=CC=CC=C3C=C2)C=C1